S1CC[N+]2=C1N=CC=C2 2,3-dihydrothiazolo[3,2-a]pyrimidinium